methyl 2-[[4-[6-[(6-chloro-4-fluoro-3-pyridyl)methoxy]-2-pyridyl]-2,5-difluoro-phenyl]methyl]-3-[[(2S)-oxetan-2-yl]methyl]benzimidazole-5-carboxylate ClC1=CC(=C(C=N1)COC1=CC=CC(=N1)C1=CC(=C(C=C1F)CC=1N(C2=C(N1)C=CC(=C2)C(=O)OC)C[C@H]2OCC2)F)F